maleic-anhydride C1(\C=C/C(=O)O1)=O